C(=O)C1=CC=C(S1)C(=O)O 5-FORMYL-2-THIOPHENECARBOXYLIC ACID